O=C1N2[C@H](OC13CC(C3)OC=3C(=NC=CC3)C#N)CC[C@H]2C2=CC=CC=C2 3-{[(1r,3R,5'S,7a'R)-3'-oxo-5'-phenyltetrahydro-3'H-spiro[cyclobutane-1,2'-pyrrolo[2,1-b][1,3]oxazol]-3-yl]oxy}pyridine-2-carbonitrile